tert-butyl (S)-4-((6-({5-fluoro-4-(5-fluoro-1-(hydroxymethyl)-2,3-dihydro-1H-benzo[d]pyrrolo[1,2-a]imidazol-7-yl)pyrimidin-2-yl}amino)pyridin-3-yl)methyl)piperazine-1-carboxylate FC=1C(=NC(=NC1)NC1=CC=C(C=N1)CN1CCN(CC1)C(=O)OC(C)(C)C)C1=CC2=C(N=C3N2[C@@H](CC3)CO)C(=C1)F